SC1=CC=C(N1C)C1=NC=CC1=C1N=CC=C1 5-mercapto-1-methylterazole